triethyl hemimellitate C(C1=C(C(=O)OCC)C(C(=O)OCC)=CC=C1)(=O)OCC